C(OCCCCCCBr)(OCCC=CCCCCC)=O (Z)-6-bromohexyl non-3-en-1-yl carbonate